FC1=CC2=C(N(C([C@H](CS2(=O)=O)NC(OC(C)(C)C)=O)=O)CC2=CC=C(C=C2)OC(C)C)C=C1B1OC(C(O1)(C)C)(C)C tert-butyl N-[(3R)-8-fluoro-5-[(4-isopropoxyphenyl)methyl]-1,1,4-trioxo-7-(4,4,5,5-tetramethyl-1,3,2-dioxaborolan-2-yl)-2,3-dihydro-1λ6,5-benzothiazepin-3-yl]carbamate